1-(tert-butyl)-3-(3-methyl-2-oxo-1-(1-phenylethyl)-1,2,3,4-tetrahydroquinazolin-6-yl)urea C(C)(C)(C)NC(=O)NC=1C=C2CN(C(N(C2=CC1)C(C)C1=CC=CC=C1)=O)C